BrC=1C(=C2C(C(N(C2=CC1)C(C)C)=O)=O)F 5-bromo-4-fluoro-1-isopropylindole-2,3-dione